N-[2-(dimethylamino)ethyl]-N-methyl-N2-[2-(1-methyl-1H-pyrazol-4-yl)-7-(trifluoromethyl)[1,2,4]triazolo[1,5-c]quinazolin-5-yl]-D-alaninamide CN(CCN(C([C@H](NC1=NC=2C(=CC=CC2C=2N1N=C(N2)C=2C=NN(C2)C)C(F)(F)F)C)=O)C)C